4-[(1S,4S,5R)-5-[(5-cyclopropyl-3-{spiro[2.5]oct-6-yl}-1,2-oxazol-4-yl)methoxy]-2-azabicyclo[2.2.1]heptane-2-yl]-3-fluorobenzoic acid C1(CC1)C1=C(C(=NO1)C1CCC2(CC2)CC1)CO[C@H]1[C@@H]2CN([C@H](C1)C2)C2=C(C=C(C(=O)O)C=C2)F